C(C)OC(=O)C1=NOC(=C1)C=1C(=NC=CC1)N 5-(2-aminopyridin-3-yl)isoxazole-3-carboxylic acid ethyl ester